1,2-dihydroquinazoline N1CN=CC2=CC=CC=C12